O=C1NC=C(C(N1)=O)C=1C=C(C=2N(N1)C=CN2)[C@@H]2[C@H](C2)C=2C=C(C(=O)N(C)C)C=CC2 3-((1S,2S)-2-(6-(2,4-dioxo-1,2,3,4-tetrahydropyrimidin-5-yl)imidazo[1,2-b]pyridazin-8-yl)cyclopropyl)-N,N-dimethylbenzamide